(2S)-1-(3-(3-cyclobutyl-5a,6,8,9-tetrahydropyrido[3',2':4,5]imidazo[1,2-a]pyrazin-7(5H)-yl)-3-oxopropoxy)propan C1(CCC1)C1=CC=2NC3N(CCN(C3)C(CCOCCC)=O)C2N=C1